(2-methyl-5-(pyridin-2-yl)oxazol-4-yl)methanone CC=1OC(=C(N1)C=O)C1=NC=CC=C1